O1C2=C(OCC1)C=C(C=C2)C=2C(=C(NC)C=CC2)C 3-(2,3-dihydrobenzo[b][1,4]dioxin-6-yl)-N,2-dimethylaniline